C(C)(CC)C1C(NC2=C(CN1C(=O)N1CC(CCC1)C(=O)N)C=CC=C2)=O 1-(3-(sec-butyl)-2-oxo-2,3,4,5-tetrahydro-1H-benzo[1,4]diazepine-4-carbonyl)piperidine-3-carboxamide